NC1=C(C=C(C=N1)C=1C=C(C=CC1)O)C1=CC(=C(C(=C1)OC)OC)OC 3-[6-amino-5-(3,4,5-trimethoxyphenyl)-3-pyridinyl]-phenol